Br.C(C)N(CC)CCC(C(=O)O)CCCCC[C@H]1C(CC([C@@H]1C=CC(CCCCC)O)O)=O N,N-diethylaminoethyl-11,15-dihydroxy-9-keto-prosta-13-en-1-oic acid hydrobromide salt